O(S(=O)(=O)C(F)(F)F)C1=CC(=NC2=C(N=CC=C12)C1=CC=NN1C1OCCCC1)N1[C@@H](COCC1)C 2-[(3R)-3-methylmorpholin-4-yl]-8-[1-(tetrahydro-2H-pyran-2-yl)-1H-pyrazol-5-yl]-[1,7]Naphthyridin-4-yl triflate